tert-butyl (1-(3-fluoro-2'-(methylsulfonyl)-[1,1'-biphenyl]-4-yl)-2-oxopiperidin-3-yl)carbamate FC=1C=C(C=CC1N1C(C(CCC1)NC(OC(C)(C)C)=O)=O)C1=C(C=CC=C1)S(=O)(=O)C